BrC=1C=C2N=C3CCCCC3=C(C2=CC1)Cl 6-bromo-9-chloro-1,2,3,4-tetrahydroacridine